C(CCCCCC)OC1=CC=C(C=C1)NC1=NC=C(C(=N1)N1CCC2(CCNC2=O)CC1)C 8-(2-((4-(heptyloxy)phenyl)amino)-5-methylpyrimidin-4-yl)-2,8-diazaspiro[4.5]decan-1-one